3,3'-iminobis(5-benzyl-1,2,4-triazole) N(C1=NNC(=N1)CC1=CC=CC=C1)C1=NNC(=N1)CC1=CC=CC=C1